FC(C(C)OC1CN(C1)C1=CC=C(C=C1)C1CN(C1)C(=O)N1C[C@@H]2[C@@H](OCC(N2)=O)CC1)(F)F (4aR,8aS)-6-(3-(4-(3-((1,1,1-Trifluoropropan-2-yl)oxy)azetidin-1-yl)phenyl)azetidine-1-carbonyl)hexahydro-2H-pyrido[4,3-b][1,4]oxazin-3(4H)-one